4,5-dihydrobenzoate C(C=1C=CCCC1)(=O)[O-]